(5-(benzyloxy)-2-bromophenyl)-2,2-dimethylbut-3-yn-1-ol C(C1=CC=CC=C1)OC=1C=CC(=C(C1)C(C(C#C)(C)C)O)Br